[I-].C(C)N1\C(\C(C2=CC=CC=C12)(C)C)=C\C=C/1\C(=C(CCC1)/C=C/C1=[NH+]C2=CC=CC=C2C1(C)C)N1CCNCC1 2-((E)-2-((E)-3-(2-((E)-1-ethyl-3,3-dimethylindolin-2-ylidene)ethylidene)-2-(piperazin-1-yl)cyclohex-1-en-1-yl)vinyl)-3,3-dimethyl-3H-indol-1-ium iodide